N,N-Bis(biphenyl-4-yl)-9,9'-spirobi[9H-fluorene]-4-amine C1(=CC=C(C=C1)N(C1=CC=CC=2C3(C4=CC=CC=C4C12)C1=CC=CC=C1C=1C=CC=CC13)C1=CC=C(C=C1)C1=CC=CC=C1)C1=CC=CC=C1